C(C1=CC=CC=C1)OC1CC(C1)OC1=NC=C(C=C1)[N+](=O)[O-] 2-((1s,3s)-3-(benzyloxy)cyclobutoxy)-5-nitropyridine